C1(=CC=C(C=C1)C(=C)C1=C(C(=O)O)C=CC=C1)C 2-(1-(p-tolyl)vinyl)benzoic acid